(S)-2-(4-(5-(2,3-difluorophenyl)-8-(3-(dimethylamino)azetidin-1-yl)-3,4-dihydro-2H-pyrano[2,3-f]quinazolin-10-yl)-1-(2-fluoroacryloyl)piperazin-2-yl)acetonitrile FC1=C(C=CC=C1F)C1=C2C(=C3C(=NC(=NC3=C1)N1CC(C1)N(C)C)N1C[C@@H](N(CC1)C(C(=C)F)=O)CC#N)OCCC2